FC(OC1=C(C(=O)N[C@H]2[C@H](C2)F)C(=CC=C1)OC)F (difluoromethoxy)-N-((1R,2S)-2-fluorocyclopropyl)-6-methoxybenzamide